NC1=C2N=CN(C2=NC(=N1)F)[C@H]1C[C@@H]([C@@](O1)(C#C)CO[P@](=O)(OC1=CC=CC=C1)N[C@@H](CC1=CC=CC=C1)C(=O)OCC(CCCCCC)CCCCCC)O 2-hexyloctyl ((S)-(((2R,3S,5R)-5-(6-amino-2-fluoro-9H-purin-9-yl)-2-ethynyl-3-hydroxytetrahydrofuran-2-yl)methoxy)(phenoxy)phosphoryl)-L-phenylalaninate